2-(6-(1,4-dimethyl-1H-1,2,3-triazol-5-yl)-4-((3-fluoropyridin-2-yl)(tetrahydro-2H-pyran-4-yl)methyl)-3-isopropyl-4H-thieno[2',3':4,5]pyrrolo[3,2-b]pyridin-2-yl)propan-2-ol CN1N=NC(=C1C=1C=C2C(=NC1)C1=C(N2C(C2CCOCC2)C2=NC=CC=C2F)C(=C(S1)C(C)(C)O)C(C)C)C